rel-7-ethoxy-2-methyl-N-{6-[(3S)-3-(methylamino)pyrrolidin-1-yl]pyridazin-3-yl}imidazo[1,2-a]pyridine-6-carboxamide C(C)OC1=CC=2N(C=C1C(=O)NC=1N=NC(=CC1)N1C[C@H](CC1)NC)C=C(N2)C |o1:20|